C(C1=CC=CC=C1)OC1CC(C1)C(=O)O[C@H]1[C@H](N(C[C@@H]1OC(=O)OC(C)(C)C)C(=O)OC(C)(C)C)CC1=CC=C(C=C1)OC tert-butyl (2R,3S,4S)-3-[3-(benzyloxy)cyclobutanecarbonyloxy]-4-[(tert-butoxycarbonyl)oxy]-2-[(4-methoxyphenyl)methyl]pyrrolidine-1-carboxylate